11-(Trichloromethyl)-1,8,10-triazatricyclo[7.4.0.02,7]trideca-2(7),3,5,8,10,12-hexaene ClC(C1=NC2=NC=3C=CC=CC3N2C=C1)(Cl)Cl